C1(CCCC1)[C@H]1[C@H](C=2C=CC=CC2CC1)C1=CC=C(C=C1)N1CCC(CC1)C(OC)OC (5S,6S)-6-Cyclopentyl-5-(4-(4-(dimethoxymethyl)piperidin-1-yl)phenyl)-5,6,7,8-tetrahydronaphthalene